N1C(C2(C3=CC=CC=C13)CCC(CC2)=O)=O Spiro[cyclohexane-1,3'-indoline]-2',4-dione